FCC1(CC1)C=1C(=NC=CC1)C (1-(Fluoromethyl)cyclopropyl)-2-methylpyridin